nitroethylurea [N+](=O)([O-])CCNC(=O)N